ClC=1C=CC(=C(C#N)C1)N1C[C@H](CC1)OC1=NC=C(C=C1)C(F)(F)F (S)-5-chloro-2-(3-(5-(trifluoromethyl)pyridin-2-yloxy)pyrrolidin-1-yl)benzonitrile